3-(4-bromonaphthalen-2-yl)phenol BrC1=CC(=CC2=CC=CC=C12)C=1C=C(C=CC1)O